2-(4-cyclopropyl-6-methoxypyrimidin-5-yl)-5-methylpyrido[2,3-d]pyrimidin-7-one C1(CC1)C1=NC=NC(=C1C=1N=CC=2C(N1)=NC(CC2C)=O)OC